CN1CCN(CC1)C1=CC=C(C=C1)NC(=O)C=1C(NC=CC1NC1=CC=C2C=CC=NC2=C1)=O N-(4-(4-Methylpiperazin-1-yl)phenyl)-2-oxo-4-(quinolin-7-ylamino)-1,2-dihydropyridine-3-carboxamide